C1(CC(C(CC1)C(C)C)C(=O)N)C MenthaneCarboxamide